6-fluoro-7-(2-fluoro-6-methyl-phenyl)-N5-(1-methyl-4-piperidyl)isoquinoline-3,5-diamine FC1=C(C=2C=C(N=CC2C=C1C1=C(C=CC=C1C)F)N)NC1CCN(CC1)C